C(C)N1C(=NC2=CC=C(C=C2C1=O)I)C(CCC)N1CCN(CCC1)C 3-ethyl-6-iodo-2-(1-(4-methyl-1,4-diazepan-1-yl)butyl)quinazolin-4(3H)-one